Trimethyl-[2-[[6-(5-methyl-1,3,4-thiadiazol-2-yl)pyrrolo[2,3-b]pyridin-1-yl]methoxy]ethyl]silane C[Si](CCOCN1C=CC=2C1=NC(=CC2)C=2SC(=NN2)C)(C)C